(5Z)-5-[[4-[(E)-3-(4-Hydroxyphenyl)-3-oxoprop-1-enyl]phenyl]methylidene]-1,3-thiazolidine-2,4-dione OC1=CC=C(C=C1)C(/C=C/C1=CC=C(C=C1)\C=C/1\C(NC(S1)=O)=O)=O